tert-butyl (3-((7R,14R)-1-(difluoromethoxy)-6-(methyl-d3)-5-oxo-5,6,7,14-tetrahydro-7,14-methanobenzo[f]benzo[4,5]imidazo[1,2-a][1,4]diazocin-11-yl)prop-2-yn-1-yl)(isopropyl)carbamate FC(OC1=CC=CC=2C(N([C@H]3C=4N([C@@H](C21)C3)C3=C(N4)C=CC(=C3)C#CCN(C(OC(C)(C)C)=O)C(C)C)C([2H])([2H])[2H])=O)F